C1(CC1)C(=NC1=CC=C(C=C1)OC)SCC1=C(C=CC=C1)C(C(=O)[O-])=COC 2-(2-[({cyclopropyl[(4-methoxyphenyl)imino]methyl}sulphanyl)methyl]phenyl)-3-methoxyprop-2-enoate